Platinum (II) tetra(4-carboxyphenyl)porphyrin C(=O)(O)C1=CC=C(C=C1)C1=C2C=CC(C(=C3C=CC(=C(C=4C=CC(=C(C5=CC=C1N5)C5=CC=C(C=C5)C(=O)O)N4)C4=CC=C(C=C4)C(=O)O)N3)C3=CC=C(C=C3)C(=O)O)=N2.[Pt+2]